methanethioic acid-S-[3-(diethylamino)propyl] ester C(C)N(CCCSC=O)CC